1-(2,2-difluoroethyl)azetidin FC(CN1CCC1)F